2-(6-benzylpyridin-2-yl)quinazoline C(C1=CC=CC=C1)C1=CC=CC(=N1)C1=NC2=CC=CC=C2C=N1